C1=CC(=CC=2OC3=CC=CC=C3NC12)O 10H-phenoxazin-3-ol